C(CCCCCCCCCCCCC)(=O)OC\C=C\CC\C=C/CC (2E,6Z)-2,6-nonadien-1-yl tetradecanoate